NC1=NC=C(C2=C1C(=C(N2C)C2=C(C=C(C=C2)NC(C(=C)C)=O)F)C2=CC=C(C=C2)OC2=NC=CC(=N2)C(F)F)C#N N-(4-(4-amino-7-cyano-3-(4-((4-(difluoromethyl)pyrimidin-2-yl)oxy)phenyl)-1-methyl-1H-pyrrolo[3,2-c]pyridin-2-yl)-3-fluorophenyl)methacrylamide